1-(β-D-ribofuranosyl)pyrimidin-2(1H)-one [C@@H]1([C@H](O)[C@H](O)[C@H](O1)CO)N1C(N=CC=C1)=O